(2R,3S,4R,5R)-5-(4-amino-7H-pyrrolo[2,3-d]pyrimidin-7-yl)-2-((R)-(3,4-dichlorophenyl)(hydroxy)methyl)-3-methyltetrahydrofuran-3,4-diol, maleate salt C(\C=C/C(=O)O)(=O)O.NC=1C2=C(N=CN1)N(C=C2)[C@H]2[C@@H]([C@@]([C@H](O2)[C@H](O)C2=CC(=C(C=C2)Cl)Cl)(O)C)O